N-(3-phenyl-1-(pyridin-3-yl)-1H-pyrazolo[3,4-d]pyrimidin-6-yl)acetamide C1(=CC=CC=C1)C1=NN(C2=NC(=NC=C21)NC(C)=O)C=2C=NC=CC2